C(C)(=O)OC=1C=C(CCC1C(C)C)C menthadienol acetate